C1(=CC=CC=C1)N(C1=CC=C(C=CC2=CC=C(C=C2)C2=CC=C(C=C2)C=CC2=CC=C(C=C2)N(C2=CC=CC=C2)C2=CC=CC=C2)C=C1)C1=CC=CC=C1 4,4'-bis[4-(diphenylamino)styryl]biphenyl